3-(2-fluorophenyl)-3-oxopropionic acid methyl ester COC(CC(=O)C1=C(C=CC=C1)F)=O